1,5-diphenyl-biguanide C1(=CC=CC=C1)NC(=N)NC(=N)NC1=CC=CC=C1